ClC1=C(C(N(C2=CC(=CC=C12)O[C@H]1COCC1)C)=O)C#N |r| (rac)-4-chloro-1-methyl-2-oxo-7-(tetrahydrofuran-3-yloxy)-1,2-dihydroquinoline-3-carbonitrile